tert-butyl N-[[5-[[2-(tert-butoxycarbonylamino)-5-(4-fluorophenyl)phenyl]carbamoyl]thiazol-2-yl]-methyl-oxo-sulfanylidene]carbamate C(C)(C)(C)OC(=O)NC1=C(C=C(C=C1)C1=CC=C(C=C1)F)NC(=O)C1=CN=C(S1)S(=NC(OC(C)(C)C)=O)(=O)C